OC1C=C(C(C(C1O)OCC=1C(O)=CC=CC1C)=O)CO 4,5-dihydroxy-6-(6'-methylsalicyloxy)-2-hydroxymethyl-2-cyclohexen-1-one